FC(OCC1(CC1)N(C(=O)C=1C=NN2C1CNC(C2)C)C)F N-{1-[(difluoromethoxy)methyl]cyclopropyl}-N,6-dimethyl-4H,5H,6H,7H-pyrazolo[1,5-a]pyrazine-3-carboxamide